4-[4-[[4-[2-(2,6-dioxo-3-piperidinyl)-1,3-dioxo-isoindolin-5-yl]piperazin-1-yl]methyl]-1-piperidinyl]benzoic acid O=C1NC(CCC1N1C(C2=CC=C(C=C2C1=O)N1CCN(CC1)CC1CCN(CC1)C1=CC=C(C(=O)O)C=C1)=O)=O